N-(1-([1,1'-biphenyl]-4-yl)-2-amino-2-oxoethyl)-1-(2-(4-cyclopropyl-1H-1,2,3-triazol-1-yl)-3,3-dimethylbutyryl)-4-hydroxypyrrolidine-2-carboxamide C1(=CC=C(C=C1)C(C(=O)N)NC(=O)C1N(CC(C1)O)C(C(C(C)(C)C)N1N=NC(=C1)C1CC1)=O)C1=CC=CC=C1